C(C)(C)OC=1C=C(C=CC1)N1C(N(C2=C1C=CC(=C2)C(=O)NC2(CS(C2)(=O)=O)C)C(C)C)=O 1-(3-isopropoxyphenyl)-3-isopropyl-N-(3-methyl-1,1-dioxo-thietan-3-yl)-2-oxo-benzimidazole-5-carboxamide